5-((3-(2-(benzo[b]thiophen-3-yl)ethyl)-3-(ethoxy-methyl)pyrrolidin-1-yl)methyl)-2-methylpyridine S1C2=C(C(=C1)CCC1(CN(CC1)CC=1C=CC(=NC1)C)COCC)C=CC=C2